BrC1=C(C=C2C(=NC(=NC2=C1F)OC[C@H]1N(CCC1)C)N1CC2CCC(C1)N2C(=O)OC(C)(C)C)C(=O)OC2=CC=CC=C2 Phenyl 7-bromo-4-(8-tert-butoxycarbonyl-3,8-diazabicyclo[3.2.1]octan-3-yl)-8-fluoro-2-[[(2S)-1-methylpyrrolidin-2-yl]methoxy]quinazoline-6-carboxylate